3-Oxopiperidine-1,4-dicarboxylic acid 1-(tert-butyl) ester 4-ethyl ester C(C)OC(=O)C1C(CN(CC1)C(=O)OC(C)(C)C)=O